3-bromo-5,6-dimethyl-pyridin-2-amine BrC=1C(=NC(=C(C1)C)C)N